(S)-4-(N-tert-butoxycarbonyl-S-methyl-sulfonimidoyl)benzoic Acid C(C)(C)(C)OC(=O)N=[S@](=O)(C)C1=CC=C(C(=O)O)C=C1